C1(=CC=CC=C1)C=1NN=C2CCN(CCC21)C(=O)OC(C)(C)C Tert-Butyl 3-phenyl-4,5,7,8-tetrahydropyrazolo[3,4-d]azepine-6(2H)-carboxylate